N1=C(N=C(N=C1C1=CC=C(C=O)C=C1)C1=CC=C(C=O)C=C1)C1=CC=C(C=O)C=C1 4,4',4''-(1,3,5-triazine-2,4,6-triyl)tribenzaldehyde